5-methoxy-1-(1-(3-(2-methoxyphenyl)propyl)pyrrolidin-3-yl)-1H-indole COC=1C=C2C=CN(C2=CC1)C1CN(CC1)CCCC1=C(C=CC=C1)OC